ClC=1C=C2C=C(NC2=CC1)CNC(N(C)[C@H]1CN(CCC1)C(=O)C1C(C1)(F)F)=O 3-((5-chloro-1H-indol-2-yl)methyl)-1-((3R)-1-(2,2-difluorocyclopropane-1-carbonyl)piperidin-3-yl)-1-methylurea